4-methyl-5-(4,4,5,5-tetramethyl-1,3,2-dioxaborolan-2-yl)pyrimidine CC1=NC=NC=C1B1OC(C(O1)(C)C)(C)C